3-Bromo-6-methoxypyrazolo[1,5-b]pyridazine BrC=1C=NN2N=C(C=CC21)OC